N-[3-(6-cyclopropyl-3-pyridyl)phenyl]-N-methyl-2,4,5,7,12-pentazatricyclo[7.4.0.02,6]trideca-1(13),3,5,7,9,11-hexaen-8-amine C1(CC1)C1=CC=C(C=N1)C=1C=C(C=CC1)N(C1=NC2=NN=CN2C2=CN=CC=C12)C